(R)-3-(cyclopentylmethyl)-4-ethyl-6,6a,7,8,9,10-hexahydro-5H-pyrazino[1,2-a][1,8]naphthyridine C1(CCCC1)CC1=C(C=2CC[C@H]3N(C2N=C1)CCNC3)CC